IC1=CC(=C(C(=O)O)C=C1)OCOC 4-iodo-2-(methoxymethoxy)benzoic acid